6-(4-fluorophenyl)-5-(1-methyl-1H-pyrazol-3-yl)isoindolin-1-one FC1=CC=C(C=C1)C1=C(C=C2CNC(C2=C1)=O)C1=NN(C=C1)C